C(C1=CC=CC=C1)SC1=CC=C(C=C1)C(CCS(=O)(=N)CC[C@@H](C(=O)OC(C)(C)C)NC(=O)OC(C)(C)C)C(F)(F)F tert-butyl (2s)-4-(3-(4-(benzylthio)phenyl)-4,4,4-trifluorobutylsulfonimidoyl)-2-((tert-butoxycarbonyl)amino)butanoate